FCCN1CCC(CC1)NC1=NN2C(C(=N1)OC)=C(C=C2)C2=CC=1N(C=C2)N=CC1 N-(1-(2-fluoroethyl)piperidin-4-yl)-4-methoxy-5-(pyrazolo[1,5-a]pyridin-5-yl)pyrrolo[2,1-f][1,2,4]triazin-2-amine